Cl.Cl.FC=1C(=NC=CC1)[C@@H](C)N (1R)-1-(3-fluoropyridin-2-yl)ethanamine dihydrochloride